FC=1C=C2C(=NN(C2=CC1)C1=CC=C(C=C1)C(F)(F)F)C1=CC(N(C=C1)[C@@H](C)C1=NC=CC=C1)=O (S)-4-(5-fluoro-1-(4-(trifluoromethyl)phenyl)-1H-indazol-3-yl)-1-(1-(pyridin-2-yl)ethyl)pyridin-2(1H)-one